3-(3,4-dimethoxyphenyl)-2-(1,3-dithian-2-yl)-4-(4-methoxyphenyl)-6-phenyl-4H-pyran COC=1C=C(C=CC1OC)C1=C(OC(=CC1C1=CC=C(C=C1)OC)C1=CC=CC=C1)C1SCCCS1